orthoformic acid C(O)(O)O